(1R,3S,4R)-2-(4,7-difluoro-1H-indole-2-carbonyl)-5,5-difluoro-N-((R,E)-4-fluoro-4-(methylsulfonyl)-1-((S)-2-oxopyrrolidin-3-yl)but-3-en-2-yl)-2-azabicyclo[2.2.2]octane-3-carboxamide FC1=C2C=C(NC2=C(C=C1)F)C(=O)N1[C@H]2CC([C@@H]([C@H]1C(=O)N[C@H](C[C@H]1C(NCC1)=O)\C=C(\S(=O)(=O)C)/F)CC2)(F)F